NC1=C(C=CC=C1)NC(=CC(C(C(F)(F)F)(F)F)=O)C1=CC(=C(C=C1)C(F)(F)F)Cl 1-((2-Aminophenyl)amino)-1-(3-chloro-4-(trifluoromethyl)phenyl)-4,4,5,5,5-pentafluoropent-1-en-3-on